2-(3-fluorophenyl)-4-oxo-1,4-dihydroquinoline-6-carboxylic acid 2-ethylbutyl ester (2-ethyl butyl-2-(3-fluorophenyl)-4-oxo-1,4-dihydroquinoline-6-carboxylate) C(C)C(CN1C(=CC(C2=CC(=CC=C12)C(=O)O)=O)C1=CC(=CC=C1)F)CC.C(C)C(COC(=O)C=1C=C2C(C=C(NC2=CC1)C1=CC(=CC=C1)F)=O)CC